3-{2-[(2R,4S)-2-methyl-4-({4-[(S)-methyl(methylimino)oxo-λ6-sulfanyl]phenoxy}methyl)pyrrolidin-1-yl]ethyl}benzonitrile C[C@H]1N(C[C@H](C1)COC1=CC=C(C=C1)[S@](=O)(=NC)C)CCC=1C=C(C#N)C=CC1